methyl Chloride CCl